2-(but-3-yn-1-yl-(ethyl)amino)ethanol C(CC#C)N(CCO)CC